DiethyleneTriamine PentaMethylene Phosphate P1(=O)(OCCCCCO1)O.NCCNCCN